N-[3-([[4-cyano-1-(oxan-2-yl)pyrazolo[3,4-b]pyridin-5-yl]oxy]methyl)-2,4-difluorophenyl]-5-fluoro-2-methoxypyridine-3-sulfonamide C(#N)C1=C2C(=NC=C1OCC=1C(=C(C=CC1F)NS(=O)(=O)C=1C(=NC=C(C1)F)OC)F)N(N=C2)C2OCCCC2